N-(2-(2-methoxypyrimidin-4-yl)-1H-pyrrolo[3,2-c]pyridin-6-yl)-1,3-dimethyl-1H-pyrazole-4-carboxamide COC1=NC=CC(=N1)C1=CC=2C=NC(=CC2N1)NC(=O)C=1C(=NN(C1)C)C